C(#N)C1=C(C(=NC(=C1)C1=C(C=CC=C1)OC)C(CCC(=O)O)=O)O 4-[4-Cyano-3-hydroxy-6-(2-methoxy-phenyl)-pyridin-2-yl]-4-oxo-butyric acid